3-cyclohexyl-1-(6-(2-(benzoyloxyimino)hexanoyl)-9-ethyl-9H-carbazol-3-yl)-propane-1,2-dione-2-(O-benzoyl oxime) C(C1=CC=CC=C1)(=O)ON=C(C(=O)C=1C=CC=2N(C3=CC=C(C=C3C2C1)C(C(CCCC)=NOC(C1=CC=CC=C1)=O)=O)CC)CC1CCCCC1